NC1=NC(=NC(=N1)N1C=CC2=CC=CC=C12)NC=1C(=CC(=C(C1)NC(C=C)=O)N1CCN(CC1)C)OC N-(5-((4-amino-6-(1H-indol-1-yl)-1,3,5-triazin-2-yl)amino)-4-methoxy-2-(4-methylpiperazin-1-yl)phenyl)acrylamide